monooctenyl ether C(=CCCCCCC)OC=CCCCCCC